BrC1=NO[C@@H](C1)C1CCN(CC1)CC1=CC=C(C=C1)C(F)(F)F (5S)-3-bromo-5-[1-[[4-(trifluoromethyl)phenyl]methyl]-4-piperidyl]-4,5-dihydroisoxazole